(pentafluorophenyl)borohydride FC1=C(C(=C(C(=C1[BH3-])F)F)F)F